2-chloro-5-nitro-N-(2-oxo-2-phenylethyl)benzamide ClC1=C(C(=O)NCC(C2=CC=CC=C2)=O)C=C(C=C1)[N+](=O)[O-]